(Z)-3-((5-(4-fluoro-3-hydroxybenzylidene)-2,4-dioxothiazolidin-3-yl)methyl)benzenesulfonamide FC1=C(C=C(\C=C/2\C(N(C(S2)=O)CC=2C=C(C=CC2)S(=O)(=O)N)=O)C=C1)O